C(C)N1C[C@@H](CC1)CC1=C(C=CC(=C1)F)S(=O)(=O)NC1=CC=C2[C@H]3[C@@H](COC2=C1C(=O)O)C3 (1aS,7bR)-5-[2-((R)-1-ethylpyrrolidin-3-ylmethyl)-4-fluorobenzenesulfonyl-amino]-1,1a,2,7b-tetrahydro-cyclopropa[c]chromene-4-carboxylic acid